2-(4-(diethylamino)phenylamino)-4-(phenylamino)pyrimidine-5-carboxamide C(C)N(C1=CC=C(C=C1)NC1=NC=C(C(=N1)NC1=CC=CC=C1)C(=O)N)CC